FC1OCCO1 2-fluoro-1,3-dioxolane